ethyl 2-[3-[3-(benzyloxy)propyl]-1,2-oxazol-5-yl]acetate C(C1=CC=CC=C1)OCCCC1=NOC(=C1)CC(=O)OCC